1,5-bis(5-aminopentyl)trisiloxane NCCCCC[SiH2]O[SiH2]O[SiH2]CCCCCN